ClC1=C(C=CC(=C1)OC1=CC=C(C=C1)Cl)C(=O)C1=CNC2=NC=CC(=C21)N[C@H]2CO[C@@H](CC2)CO (2-chloro-4-(4-chlorophenoxy)phenyl)(4-(((3R,6S)-6-(hydroxymethyl)tetrahydro-2H-pyran-3-yl)amino)-1H-pyrrolo[2,3-b]pyridin-3-yl)methanone